NC(CC(=O)O)C(NC(C)NC(C(C)(C)C)=O)=O 3-amino-3-{[1-(2,2-dimethylpropionamido)ethyl]carbamoyl}propanoic acid